ClC=1C(=C(C(=CC1)N1N=NC(=C1)Cl)C=1C=CC(=[N+](C1)[O-])[C@@H]([C@H](C1=CC=CC=C1)O)N1N=CC(=C1)C=1N(N=CC1)C(F)F)F |o1:20,21| 5-(3-Chloro-6-(4-chloro-1H-1,2,3-triazol-1-yl)-2-fluorophenyl)-2-((1S*,2S*)-1-(2-(difluoromethyl)-1'H,2H-[3,4'-bipyrazol]-1'-yl)-2-hydroxy-2-phenylethyl)pyridine 1-oxide